N1N=C(C=2C1=NC=CC2)C=O (1H-pyrazolo[3,4-b]pyridin-3-yl)methanone